(3S)-1-(5-{7-cyclopropyl-5-[(1R)-1-methyl-1,2,3,4-tetrahydroisoquinoline-2-carbonyl]-pyrazolo[1,5-a]pyrimidin-2-yl}-6-fluoropyridin-2-yl)-N-methanesulfonylpyrrolidine-3-carboxamide C1(CC1)C1=CC(=NC=2N1N=C(C2)C=2C=CC(=NC2F)N2C[C@H](CC2)C(=O)NS(=O)(=O)C)C(=O)N2[C@@H](C1=CC=CC=C1CC2)C